3-(3-(2-methoxyethoxy)-5-(trifluoromethyl)phenyl)-1-(1-methyl-4-nitro-1H-imidazol-5-yl)-1H-1,2,4-triazole COCCOC=1C=C(C=C(C1)C(F)(F)F)C1=NN(C=N1)C1=C(N=CN1C)[N+](=O)[O-]